(S)-2,2,2-trifluoro-1-(5-(3-hydroxypyrrolidin-1-yl)pyridin-2-yl)ethan-1-one FC(C(=O)C1=NC=C(C=C1)N1C[C@H](CC1)O)(F)F